pyridyl formate C(=O)OC1=NC=CC=C1